2-[6-amino-5-[8-[2-[3-(3-morpholinopyrrolidin-1-yl)prop-1-ynyl]-4-pyridinyl]-3,8-diazabicyclo[3.2.1]oct-3-yl]pyridazin-3-yl]phenol NC1=C(C=C(N=N1)C1=C(C=CC=C1)O)N1CC2CCC(C1)N2C2=CC(=NC=C2)C#CCN2CC(CC2)N2CCOCC2